4-fluorobenzo[d]oxazol FC1=CC=CC2=C1N=CO2